ClC=1C=C(C=C2C3(C(NC12)=O)CC3)C=3NCC(CC3)C 7'-chloro-5'-(5-methyl-1,4,5,6-tetrahydropyridin-2-yl)spiro[cyclopropane-1,3'-indolin]-2'-one